phenyl-silane C1(=CC=CC=C1)[SiH3]